NC=1C(=NC(=CN1)C1=NC(=CC=C1C(F)(F)F)N1CCOCC1)C(=O)NC1=NC=CC=C1N1CCC(CC1)(C)N 3-amino-N-(3-(4-amino-4-methylpiperidin-1-yl)pyridin-2-yl)-6-(6-morpholino-3-(trifluoromethyl)pyridin-2-yl)pyrazine-2-carboxamide